CC1=C(C=CC=C1C)C1CCN(CC1)C=1C=CC(=C(C(=O)OC)C1)NS(=O)(=O)C1=C(C=CC(=C1)C)C methyl 5-(4-(2,3-dimethylphenyl)piperidin-1-yl)-2-((2,5-dimethylphenyl)-sulfonamido)benzoate